C(#C)N1CCC1 ethynylazetidin